tetraphenylantimony tetrakis(pentafluorophenyl)borate FC1=C(C(=C(C(=C1[B-](C1=C(C(=C(C(=C1F)F)F)F)F)(C1=C(C(=C(C(=C1F)F)F)F)F)C1=C(C(=C(C(=C1F)F)F)F)F)F)F)F)F.C1(=CC=CC=C1)[Sb+](C1=CC=CC=C1)(C1=CC=CC=C1)C1=CC=CC=C1